cyclopentyl-(diphenyl)phosphane Dimethyl-3,3'-dithiobispropionimidate COC(CCSSCCC(OC)=N)=N.C1(CCCC1)P(C1=CC=CC=C1)C1=CC=CC=C1